5-(5-(3,5-dichloro-4-fluorophenyl)-5-(trifluoromethyl)-4,5-dihydroisoxazol-3-yl)-N-((tetrahydro-2H-pyran-2-yl)methyl)-5,6-dihydro-4H-thieno[2,3-c]pyrrole-2-carboxamide ClC=1C=C(C=C(C1F)Cl)C1(CC(=NO1)N1CC2=C(C1)C=C(S2)C(=O)NCC2OCCCC2)C(F)(F)F